COC1=C(C=C(C=C1)N1CCN(CC1)C)[N+](=O)[O-] 1-(4-methoxy-3-nitrophenyl)-4-methylpiperazine